tert-butyl 4-[5-acetyl-3-[7-(difluoromethyl)-6-thiazol-5-yl-3,4-dihydro-2H-quinolin-1-yl]-6,7-dihydro-4H-pyrazolo[4,3-c]pyridin-1-yl]piperidine-1-carboxylate C(C)(=O)N1CC2=C(CC1)N(N=C2N2CCCC1=CC(=C(C=C21)C(F)F)C2=CN=CS2)C2CCN(CC2)C(=O)OC(C)(C)C